3-((S)-2-aminopropoxy)-1-(1-(5-(difluoromethyl)pyrimidin-2-yl)piperidin-4-yl)pyrrolidin-2-one hydrochloride Cl.N[C@H](COC1C(N(CC1)C1CCN(CC1)C1=NC=C(C=N1)C(F)F)=O)C